CC1=CC=C(N=N1)CN1C(C2=CC=CC=C2C1)=O 2-[(6-methylpyridazin-3-yl)methyl]-2,3-dihydro-1H-isoindol-1-one